Monochloro-bromoiodomethane ClC(I)Br